COC=1C(=C(C(=NC1C)C)C(=O)N)C1=CC=NC=C1 5-methoxy-2,6-dimethyl-(4,4-bipyridine)-3-carboxamide